Br[C@H](C(=O)[O-])C (S)-(-)-2-bromopropionate